N1(CCNCC1)CC=1C=C(C=CC1)CN (3-(piperazin-1-ylmethyl)phenyl)methylamine